(S)-N-(6-(4-(1-naphthoyl)piperazin-1-yl)-5-(2-(2-methoxyphenyl)acetamido)-6-oxohexyl)acrylamide C1(=CC=CC2=CC=CC=C12)C(=O)N1CCN(CC1)C([C@H](CCCCNC(C=C)=O)NC(CC1=C(C=CC=C1)OC)=O)=O